FC(CC(CNC(=O)C1=CNC2=NC=CN=C21)C)(F)F N-(4,4,4-trifluoro-2-methylbutyl)-5H-pyrrolo[2,3-b]pyrazine-7-carboxamide